COC=1C=CC2=C(C=C(O2)C(=O)NC(C(=O)O)CC2=NC=CC=C2)C1 2-[(5-Methoxy-1-benzofuran-2-carbonyl)amino]-3-pyridin-2-ylpropanoic acid